OC(C(CN1CC2=CC=C(C=C2CC1)NC1=NC=C(C(=N1)N[C@@H]1CNCCC1)C(F)(F)F)=O)(C)C (S)-3-hydroxy-3-methyl-1-(6-((4-(piperidin-3-ylamino)-5-(trifluoromethyl)pyrimidin-2-yl)amino)-3,4-dihydroisoquinolin-2(1H)-yl)butanone